ClC1=NN(C(C2=CC=CC(=C12)N(C)C1CC2(CN(C2)CCNC2=CC=3N(C=C2F)C=NN3)C1)=O)C chloro-5-((2-(2-((6-fluoro-[1,2,4]triazolo[4,3-a]pyridin-7-yl)amino)ethyl)-2-azaspiro[3.3]heptan-6-yl)(methyl)amino)-2-methylphthalazin-1(2H)-one